CC1(CCN(CC1)CC1=CC(=C(C=C1)N1CC(NC2(C1)CCN(CC2)C2=NC=NC(=C2)NC)=O)F)C 4-(4-((4,4-dimethylpiperidin-1-yl)methyl)-2-fluorophenyl)-9-(6-(methylamino)pyrimidin-4-yl)-1,4,9-triazaspiro[5.5]undecan-2-one